N-ethyl-N-(2,2,2-trifluoro-1-(4-fluorophenyl)ethyl)-[1,2,4]triazolo[1,5-a]pyrazine-2-sulfonamide C(C)N(S(=O)(=O)C1=NN2C(C=NC=C2)=N1)C(C(F)(F)F)C1=CC=C(C=C1)F